ClC1=C(C=CC=C1C1=NC=CC(=C1Cl)NC1=C(C(=CC=C1)CNCCO)F)C1=CC=C(C(=N1)OC)CNCC1CCC(N1)=O 5-((((6-(2-chloro-3-(3-chloro-4-((2-fluoro-3-(((2-hydroxyethyl)amino)methyl)phenyl)amino)pyridin-2-yl)phenyl)-2-methoxypyridin-3-yl)methyl)amino)methyl)pyrrolidin-2-one